C(C=C)(=O)N1CCN(CC1)C1=NC(=C(C=2CN(CCC12)CC1=CC=CC=C1)C#N)O 1-(4-acryloylpiperazin-1-yl)-6-benzyl-3-hydroxy-5,6,7,8-tetrahydro-2,6-naphthyridine-4-carbonitrile